3-(9-ethyl-9H-carbazol-3-yl)benzo[c]isoxazole C(C)N1C2=CC=CC=C2C=2C=C(C=CC12)C1=C2C(=NO1)C=CC=C2